C(C=C)/C(=C(/C(=O)[O-])\CC=C)/C(=O)[O-] diallylmaleate